N-[9-[(2R,6S)-6-[[bis(4-methoxyphenyl)-phenyl-methoxy]methyl]-6-(triisopropylsilyl-oxymethyl)-1,4-dioxan-2-yl]purin-6-yl]benzamide COC1=CC=C(C=C1)C(OC[C@@]1(COC[C@@H](O1)N1C2=NC=NC(=C2N=C1)NC(C1=CC=CC=C1)=O)CO[Si](C(C)C)(C(C)C)C(C)C)(C1=CC=CC=C1)C1=CC=C(C=C1)OC